indane-2,2-dicarboxylic acid C1C(CC2=CC=CC=C12)(C(=O)O)C(=O)O